CC1N(CCCC1C1=CC=2C(=NC=CC2NC=2C=CC3=C(N=CS3)C2)S1)C1COC1 N-(2-(2-methyl-1-(oxetan-3-yl)piperidin-3-yl)thieno[2,3-b]pyridin-4-yl)benzo[d]thiazol-5-amine